ClC1N(C(C2(C3=CC=CC=C13)CCC2)=O)C chloro-2'-methyl-1',2'-dihydro-3'H-spiro[cyclobutane-1,4'-isoquinoline]-3'-one